ClC=1C(NN=CC1N1C[C@@H](CC1)OC1=CC(=NC=C1)C=1C(=NOC1C)C)=O (R)-4-chloro-5-(3-((2-(3,5-dimethylisoxazol-4-yl)pyridin-4-yl)oxy)pyrrolidin-1-yl)pyridazin-3(2H)-one